N(=C=S)CCCCN=C=S 1,4-diisothiocyanatobutane